C(C)(C)(C)OC(=O)N1N=C(C=C1)NC1=NC(=CN=C1)N1CC(CCC1)OC1=C(C=CC=C1)OCC (6-(3-(2-ethoxyphenoxy)piperidin-1-yl)pyrazin-2-yl)amino-1H-pyrazole-1-carboxylic acid tert-butyl ester